3,5-dibromo-4-((7H-pyrrolo[2,3-d]pyrimidin-4-yl)oxy)aniline BrC=1C=C(N)C=C(C1OC=1C2=C(N=CN1)NC=C2)Br